OCC(C)C1=CC=CC=C1 3-hydroxy-2-phenylpropane